(R)-3-(3-fluorophenyl)-N-hydroxy-4-(tetrahydro-2H-pyran-4-carbonyl)-2,3,4,5-tetrahydrobenzo[f][1,4]oxazepine-8-carboxamide FC=1C=C(C=CC1)[C@@H]1COC2=C(CN1C(=O)C1CCOCC1)C=CC(=C2)C(=O)NO